N,N-bis(4-methoxybenzyl)-4-(1H-pyrazol-1-yl)benzenesulfonamide COC1=CC=C(CN(S(=O)(=O)C2=CC=C(C=C2)N2N=CC=C2)CC2=CC=C(C=C2)OC)C=C1